FC1=CC=C(C(=O)N2CC(CCC2)C(=O)N2CCN(CC2)C2=CC(=NC3=CC=CC=C23)C(F)(F)F)C=C1 (1-(4-fluorobenzoyl)piperidin-3-yl)(4-(2-(trifluoromethyl)quinolin-4-yl)piperazin-1-yl)methanone